FC(C(=O)O)(F)F.FC(C(=O)O)(F)F.O\N=C(/N)\C1=CC=C(CNC([C@H](C)NC(=O)[C@@H]2NCC[C@@H](C2)C2=CC=CC=C2)=O)C=C1 (2R,4S)-N-((S)-1-((4-((Z)-N'-hydroxycarbamimidoyl)benzyl)amino)-1-oxopropan-2-yl)-4-phenylpiperidine-2-carboxamide bistrifluoroacetate